FC1([C@@H]([C@@H](N(C1)C(=O)C1(CCC1)O)CC1=C(C(=CC=C1)C=1OC=C(N1)C)F)NS(N(C)C)(=O)=O)F N'-[(2S,3R)-4,4-difluoro-2-{[2-fluoro-3-(4-methyl-1,3-oxazol-2-yl)phenyl]methyl}-1-(1-hydroxycyclobutane-1-carbonyl)-pyrrolidin-3-yl]-N,N-dimethylsulfuric diamide